4,7-di[2-(methoxycarbonylethyloxy)phenyl]-benzothiadiazole COC(=O)CCOC1=C(C=CC=C1)C1=CC=C(C2=C1N=NS2)C2=C(C=CC=C2)OCCC(=O)OC